COC1=CC=C(COCCCC(CCO)CCCCCCCCC\C=C/C\C=C/CCCCC)C=C1 (13Z,16Z)-3-(3-((4-methoxybenzyl)oxy)-propyl)docosa-13,16-dien-1-ol